5-(3,4-dimethoxyphenyl)-1-(4-fluorophenyl)-3-difluoromethyl-1H-pyrazole-4-carbonitrile COC=1C=C(C=CC1OC)C1=C(C(=NN1C1=CC=C(C=C1)F)C(F)F)C#N